C(C)(C)OC([C@H]([C@@H](C)O)NCC1=CC2=C(N(C(=N2)C2=CN(C(C(=C2)C)=O)C)CC2CCOCC2)C=C1)=O (2S,3R)-2-(((2-(1,5-dimethyl-6-oxo-1,6-dihydropyridin-3-yl)-1-((tetrahydro-2H-pyran-4-yl)methyl)-1H-benzo[d]imidazol-5-yl)methyl)amino)-3-hydroxybutanoic acid isopropyl ester